CN([C@H]1CN(CC1)C1=CC=C2C(=N1)SC(=C2)C(=O)NC=2C=C(C=1N(C2)C=C(N1)C)F)C 6-[(3R)-3-(dimethylamino)pyrrolidin-1-yl]-N-(8-fluoro-2-methyl-imidazo[1,2-a]pyridin-6-yl)thieno[2,3-b]pyridine-2-carboxamide